C1(=CC=CC=C1)C1(CC(=CC=C1)N(C1=CC=CC=C1)C1=CC=CC=C1)N 1,N3,N3-Triphenylbenzene-1,3-diamine